C(C)N(C1=C(C=C(C=C1)C1=NNC(OC1)=O)C(F)(F)F)C 5-{4-[Ethyl(methyl)amino]-3-(trifluoromethyl)phenyl}-3,6-dihydro-2H-1,3,4-oxadiazin-2-one